7-chloro-1-methyl-4-(1-(4-(trifluoromethyl)benzoyl)piperidin-4-yl)-1,4-dihydropyrido[2,3-b]pyrazine-2,3-dione ClC1=CC2=C(N(C(C(N2C)=O)=O)C2CCN(CC2)C(C2=CC=C(C=C2)C(F)(F)F)=O)N=C1